NC1=CC=C2C=CC(=NC2=C1)C(F)(F)F 7-amino-2-(trifluoromethyl)quinoline